5-(3-(2,2-Difluoroethyl)-2-methyl-3H-imidazo[4,5-b]pyridin-5-yl)-N2-((3R,4S)-3-fluoro-1-methylpiperidin-4-yl)-N4-methylpyrrolo[2,1-f][1,2,4]triazine-2,4-diamine FC(CN1C(=NC=2C1=NC(=CC2)C=2C=CN1N=C(N=C(C12)NC)N[C@@H]1[C@@H](CN(CC1)C)F)C)F